[N+](#[C-])C=1C=C(C(=CC1)C)C 4-isocyano-1,2-xylene